[Si](C)(C)(C(C)(C)C)OC[C@H]1N([C@H]2C[C@H]2C1)C(=O)C1=C(C=C(C(=C1)OC)O[Si](C(C)C)(C(C)C)C(C)C)[N+](=O)[O-] ((1S,3S,5S)-3-(((tert-butyldimethylsilyl)oxy)methyl)-2-azabicyclo[3.1.0]hexan-2-yl)(5-methoxy-2-nitro-4-((triisopropylsilyl)oxy)phenyl)methanone